4-(4-iodo-1H-pyrazol-1-yl)butyraldehyde IC=1C=NN(C1)CCCC=O